(2S)-2-[[(9H-fluoren-9-ylmethoxy)carbonyl]amino]-3-(piperidin-4-yl)propanoic acid C1=CC=CC=2C3=CC=CC=C3C(C12)COC(=O)N[C@H](C(=O)O)CC1CCNCC1